C(C=C)(=O)N1CC(CCC1)C1=C2C(=NC=C1)NC=C2C2=CC=C(C(=O)NC1=NC=CC=C1)C=C2 4-(4-(1-acryloylpiperidin-3-yl)-1H-pyrrolo[2,3-b]pyridin-3-yl)-N-(pyridin-2-yl)benzamide